(5R)-3-((2-((S)-amino((S)-3,3-difluorocyclohexyl)methyl)imidazo[1,2-b]pyridazin-6-yl)methyl)-5-(trifluoromethyl)piperidin-2-one N[C@H](C=1N=C2N(N=C(C=C2)CC2C(NC[C@@H](C2)C(F)(F)F)=O)C1)[C@@H]1CC(CCC1)(F)F